2-(3-chloro-4-(2,4,6-trichloro-N-(2,4,6-trichlorobenzoyl)benzamido)phenyl)-1,3-dioxoisoindoline-5-carboxylic acid ClC=1C=C(C=CC1N(C(C1=C(C=C(C=C1Cl)Cl)Cl)=O)C(C1=C(C=C(C=C1Cl)Cl)Cl)=O)N1C(C2=CC=C(C=C2C1=O)C(=O)O)=O